3-amino-6-chloro-4-(3-methoxy-2,6-dimethyl-phenyl)pyridine-2-carboxylic acid ethyl ester C(C)OC(=O)C1=NC(=CC(=C1N)C1=C(C(=CC=C1C)OC)C)Cl